[N+](=O)([O-])C1=CC=C(C=C1)N1C(CN(CC1)C1COC1)=O (4-nitrophenyl)-4-(oxetan-3-yl)piperazin-2-one